C(OCCl)(OCC=1OC(OC1C)=O)=O chloromethyl ((5-methyl-2-oxo-1,3-dioxol-4-yl) methyl) carbonate